C(CCCCCCCCCCCCCCCCC)OCC(C[N+](C)(C)C)OCCCCCCCCCCCCCCCCCC 1,2-dioctadecyloxy-3-[trimethylammonio]-propane